2-[5-[(2S)-pyrrolidin-2-yl]oxolan-2-yl]-1-[4-[5-(trifluoromethyl)pyrimidin-2-yl]piperazin-1-yl]ethan-1-one hydrochloride Cl.N1[C@@H](CCC1)C1CCC(O1)CC(=O)N1CCN(CC1)C1=NC=C(C=N1)C(F)(F)F